OC(C(=O)C1=CC=C(C=C1)CC1=CC=C(C=C1)C(C(C)(C)O)=O)(C)C 2-hydroxy-1-{4-[4-(2-hydroxy-2-methylpropionyl)-benzyl]-phenyl}-2-methyl-propane-1-one